C1=CC(=CC=C1/C=C/C(=O)NCCC2=CNC3=C2C=C(C=C3)O)O 4-coumaroylserotonin